1,1,1,3,3,3-Hexafluoropropan-2-yl 2-(2-(piperidin-1-yl)-4-(trifluoromethyl)benzyl)-2,7-diazaspiro[3.5]nonane-7-carboxylate N1(CCCCC1)C1=C(CN2CC3(C2)CCN(CC3)C(=O)OC(C(F)(F)F)C(F)(F)F)C=CC(=C1)C(F)(F)F